NC1=C(C=CC(=C1)F)C1=C(C=C(C(=C1)Cl)C(=O)NC=1C=C(C(=NC1)C(=O)NCC(C(F)(F)F)(F)F)Cl)F 5-(2'-amino-5-chloro-2,4'-difluoro-[1,1'-biphenyl]-4-carboxamido)-3-chloro-N-(2,2,3,3,3-pentafluoropropyl)picolinamide